C1(CC1)C#CC1=CC=2C(C3=CC(=CC=C3C2C=C1)C#CC1CC1)CO 2,7-bis(cyclopropylethynyl)-9-fluorenylmethanol